C1(=CC=CC=C1)C(C)N 1-phenyl-ethanamine